(2-Fluorobenzyloxy)benzylidene-3-isopropylthiazolidine-2,4-dione FC1=C(COC(C2=CC=CC=C2)=C2C(N(C(S2)=O)C(C)C)=O)C=CC=C1